propynoic acid anhydride C(C#C)(=O)OC(C#C)=O